FC1=C(C=C(C(=C1)N=C=S)F)C#CC1=CC(=C(C=C1F)C1=CC=C(C=C1)CCC)F 4-((2,5-difluoro-4-isothiocyanato-phenyl)ethynyl)-2,5-difluoro-4'-propyl-1,1'-biphenyl